aminoguanidine hemisulfate N=C(N)NN.O=S(=O)(O)O